(3,3-dimethoxypropyl)-5-[(3-fluoro-2-methoxy-phenyl)thiocarbamoyl]-4-hydroxy-6-oxo-2,3-dihydropyridine-1-carboxylic acid tert-butyl ester C(C)(C)(C)OC(=O)N1C(CC(=C(C1=O)C(NC1=C(C(=CC=C1)F)OC)=S)O)CCC(OC)OC